(((3S,5R)-1-(2-(6-cyclopropyl-7-fluoroimidazo[1,2-a]pyridin-3-yl)pyrimidin-4-yl)-5-methylpiperidin-3-yl)imino)dimethyl-λ6-sulfanone C1(CC1)C=1C(=CC=2N(C1)C(=CN2)C2=NC=CC(=N2)N2C[C@H](C[C@H](C2)C)N=S(=O)(C)C)F